[N+](=O)([O-])C=1C(=C2CCC(C2=CC1)OP(=O)(NCCBr)NCCBr)OC1=CC=C(C=C1)C1=NC=CC=C1 Bis((2-bromoethyl)amino)phosphinic acid 5-nitro-4-(4-(pyridin-2-yl) phenoxy)-2,3-dihydro-1H-inden-1-yl ester